C1(=CC=CC=C1)N1C(C=NC2=CC=CC=C12)=O 1-phenyl-2(1H)-quinoxalinone